C(C)(=O)OCC1=CC=C(C1)COC(C)=O 1,4-bis(acetoxymethyl)-1,3-cyclopentadiene